FC(CCC(=O)C1=CC=CC=2NN=NC21)(F)F 4-trifluorobutyrylbenzotriazole